(1R,2S,3S,5S)-8-[3-(4-chloro-2-methyl-2H-indazol-5-yl)-5-methyl-1H-pyrazolo[3,4-b]pyrazin-6-yl]-2-fluoro-8-azabicyclo[3.2.1]octan-3-amine, hydrochloride salt Cl.ClC=1C2=CN(N=C2C=CC1C1=NNC2=NC(=C(N=C21)C)N2[C@H]1[C@H]([C@H](C[C@@H]2CC1)N)F)C